1-(4-chloro-3-methoxybenzyl)-1H-indazole-3-carboxylic acid ClC1=C(C=C(CN2N=C(C3=CC=CC=C23)C(=O)O)C=C1)OC